(6-((5-bromo-2-((2-methoxy-5-(1-methyl-1H-pyrazol-4-yl)-4-(piperidin-4-yl)Phenyl)amino)pyrimidin-4-yl)amino)quinoxalin-5-yl)dimethylphosphine oxide BrC=1C(=NC(=NC1)NC1=C(C=C(C(=C1)C=1C=NN(C1)C)C1CCNCC1)OC)NC=1C(=C2N=CC=NC2=CC1)P(C)(C)=O